C(C)(C)(C)OC(=O)NC1CC2=C(C(=C3C=C(N=CC3=C2)C2CC2)S(=O)(=O)N(C(OC(C)(C)C)=O)CC(C)(C)F)C1 tert-butyl N-[[7-(tert-butoxycarbonylamino)-3-cyclopropyl-7,8-dihydro-6H-cyclopenta[g]isoquinolin-5-yl]sulfonyl]-N-(2-fluoro-2-methyl-propyl)carbamate